N(=O)O.[N+](=O)([O-])C1=CC=C(N)C=C1 para-nitroaniline nitrite